6-{6,6-Difluoro-3-azabicyclo[3.1.0]hexan-3-yl}pyridin FC1(C2CN(CC12)C1=CC=CC=N1)F